2-(acridin-3-yl)-N-[(3-fluoropyridin-2-yl)methyl]-1,3-oxazole-4-carboxamide dihydrochloride Cl.Cl.C1=CC(=CC2=NC3=CC=CC=C3C=C12)C=1OC=C(N1)C(=O)NCC1=NC=CC=C1F